C(C1=CC=CC=C1)N1CC2(CN(C2)C(=O)OC(C)(C)C)CC1 tert-butyl 6-benzyl-2,6-diaza-spiro[3.4]octane-2-carboxylate